3-fluoro-N6-(5-methylthiazol-2-yl)-4-(morpholinomethyl)-N2-(piperidin-3-yl)pyridin-2,6-diamine FC=1C(=NC(=CC1CN1CCOCC1)NC=1SC(=CN1)C)NC1CNCCC1